CN1N=NC2=C1C=CC(=C2)N 1-methyl-1H-benzo[d][1,2,3]triazol-5-amine